BrC=1C=C(C=2N(C1C)N=C(N2)N)F 6-bromo-8-fluoro-5-methyl-[1,2,4]triazolo[1,5-a]pyridin-2-amine